FC=1C=C(CO[C@H]2[C@@H](SC=3C(=NC=C(C3)Cl)C#N)O[C@@H]([C@@H]([C@@H]2N2N=NC(=C2)C=2SC=CN2)O)CO)C=C(C1O)F 5-chloro-2-cyanopyridin-3-yl 3-deoxy-2-O-(3,5-difluoro-4-hydroxybenzyl)-3-[4-(2-thiazolyl)-1H-1,2,3-triazol-1-yl]-1-thio-alpha-D-galactopyranoside